4-((7-Chloro-1-methyl-5-(methyl-d3)-4-oxo-4,5-dihydro-1H-pyrrolo[3,2-c]pyridin-3-yl)amino)-6-((5-fluoropyridin-2-yl)amino)-N-(methyl-d3)nicotinamide ClC=1C2=C(C(N(C1)C([2H])([2H])[2H])=O)C(=CN2C)NC2=CC(=NC=C2C(=O)NC([2H])([2H])[2H])NC2=NC=C(C=C2)F